(S)-7-Amino-3-(1-(but-2-ynoyl)pyrrolidin-3-yl)-1-(4-(2-fluorophenoxy)phenyl)-1,5-dihydro-4H-pyrrolo[2,3-d]pyridazin-4-on NC1=NNC(C2=C1N(C=C2[C@H]2CN(CC2)C(C#CC)=O)C2=CC=C(C=C2)OC2=C(C=CC=C2)F)=O